ClC=1C=C(CNCC(=O)O)C=C(C1CC1=CC(=C(C=C1)O)C(C)C)C (3-chloro-4-(4-hydroxy-3-isopropylbenzyl)-5-methylbenzyl)glycine